2-(4-(allyloxy)styryl-4,6-dimethoxyphenyl)-1-(3-methoxypropyl)-1H-imidazole C(C=C)OC1=CC=C(C=CC2=C(C(=CC(=C2)OC)OC)C=2N(C=CN2)CCCOC)C=C1